C(C)(C)(C)OC(C(C)(C)C1=CN=C(S1)S)=O 2-(2-mercaptothiazol-5-yl)-2-methylpropanoic acid tert-butyl ester